CC1=C(CNC(=O)NC(C)CCC2=CC=C(C=C2)OC)C=C(C=C1)C 1-(2,5-dimethylbenzyl)-3-(4-(4-methoxyphenyl)butan-2-yl)urea